1-(N-(4-(tert-butoxy)-3-chlorophenyl)propiolamido)cyclopentane-1-carboxamide C(C)(C)(C)OC1=C(C=C(C=C1)N(C(C#C)=O)C1(CCCC1)C(=O)N)Cl